(R)-5-((2-cyclopropyl-1,4-diazepan-1-yl)sulfonyl)-4-fluoroisoquinoline C1(CC1)[C@H]1N(CCCNC1)S(=O)(=O)C1=C2C(=CN=CC2=CC=C1)F